ClC=1C=C(C=C(C1OC[C@@H](CCl)O)Cl)C(C)(C)C1=CC=C(OCC(CNS(=O)(=O)C)=O)C=C1 (S)-N-(3-(4-(2-(3,5-dichloro-4-(3-chloro-2-hydroxypropoxy)phenyl)propan-2-yl)phenoxy)-2-oxopropyl)methanesulfonamide